FC=1C=C(C=CC1OC1=NC=CC(=N1)C)C1=C2N(C=3N=CN=C(C31)NC(C)=O)CCN2C2=CC(=CC=C2)[N+](=O)[O-] N-(5-{3-fluoro-4-[(4-methylpyrimidin-2-yl)oxy]phenyl}-6-(3-nitrophenyl)-7,8-dihydro-6H-imidazo[2',1':5,1]pyrrolo[2,3-d]pyrimidin-4-yl)acetamide